2-(7-Methyloctyl)-3-methylperoxyphenol CC(CCCCCCC1=C(C=CC=C1OOC)O)C